(R)-8-(4-bromophenyl)octahydropyrazino[2,1-c][1,4]oxazine BrC1=CC=C(C=C1)N1C[C@@H]2COCCN2CC1